methylenecaprolactone C=C1C(=O)OCCCC1